3,4,4-TRIMETHYLPENTANOIC ACID CC(CC(=O)O)C(C)(C)C